F[C@H]1C[C@H]2[C@@H](NC1)C1=C(O2)C=C(C=C1)C(F)(F)F (3S,4aS,9bS)-3-fluoro-7-(trifluoromethyl)-1,2,3,4,4a,9b-hexahydrobenzofuro[3,2-b]pyridine